O=C1N(C(CC1)=O)OC(=O)C=1C=C(C[N+]2=CC=C(C=C2)C=2OC(=CN2)C=2C=CC(=C(C2)S(=O)(=O)[O-])OC)C=CC1 5-{2-[1-(3-{[(2,5-dioxopyrrolidin-1-yl)oxy]carbonyl}benzyl)pyridinium-4-yl]-1,3-oxazol-5-yl}-2-methoxybenzenesulfonate